Ethandisulfonat C(CS(=O)(=O)[O-])S(=O)(=O)[O-]